C(C)C=1C(=NC=C(C1)C=1C=CC=C2C=C(C=NC12)F)N ethyl-5-(3-fluoroquinolin-8-yl)pyridin-2-amine